tert-Butyl 3,5-difluoro-4-(3-iodo-1-((2-(trimethylsilyl)ethoxy)methyl)-1H-pyrazolo[3,4-c]pyridin-5-yl)benzyl(methyl)carbamate FC=1C=C(CN(C(OC(C)(C)C)=O)C)C=C(C1C=1C=C2C(=CN1)N(N=C2I)COCC[Si](C)(C)C)F